ClC=1C=C(C=CC1F)[C@H](NC(=O)N1CC(NCC1)=O)C1CCN(CC1)CC(F)(F)F |o1:8| N-((R or S)-(3-chloro-4-fluorophenyl)(1-(2,2,2-trifluoroethyl)piperidin-4-yl)methyl)-3-oxopiperazine-1-carboxamide